O=C1[C@H]2[C@@H]3CC[C@H]([C@@H](CCC(=O)[O-])C)[C@]3(CC[C@@H]2[C@]2(CCCC[C@H]2C1)C)C 7-keto-5β-cholan-24-oate